3-(5-hydroxypentyl)quinoxaline-2-carboxylic acid tert-butyl ester C(C)(C)(C)OC(=O)C1=NC2=CC=CC=C2N=C1CCCCCO